(R)-N-(2-chloroacetyl)-4-(4-((1-(3-(difluoromethyl)-2-fluorophenyl)ethyl)amino)-[1,2,4]triazolo[4',3':1,6]pyrido[2,3-d]pyrimidin-6-yl)piperidine-1-carboxamide ClCC(=O)NC(=O)N1CCC(CC1)C1=CC2=C(N=CN=C2N[C@H](C)C2=C(C(=CC=C2)C(F)F)F)N2C1=NN=C2